OCC=1C(=NC=CC1C1=CN(C(C(=C1)NC1=NC=C(C=C1)S(=O)(=O)C)=O)C)N1C(C=2N(C=3CCCCC3C2)CC1)=O 2-[3'-Hydroxymethyl-5-(5-methanesulfonyl-pyridin-2-ylamino)-1-methyl-6-oxo-1,6-dihydro-[3,4']bipyridinyl-2'-yl]-3,4,6,7,8,9-hexahydro-2H-pyrazino[1,2-a]indol-1-one